(3R)-N-(cyclobutylmethyl)-1-[5-[1-[4-(5-methoxy-3-pyridyl)triazol-1-yl]ethyl]-2-pyridyl]piperidin-3-amine C1(CCC1)CN[C@H]1CN(CCC1)C1=NC=C(C=C1)C(C)N1N=NC(=C1)C=1C=NC=C(C1)OC